N[C@H](CC1=C(C=2N=NC=C(C2S1)NCC=1SC=CC1)C#N)C (S)-6-(2-aminopropyl)-4-((thiophen-2-ylmethyl)amino)thieno[3,2-c]pyridazine-7-carbonitrile